2-amino-4-((R)-3-(((R)-2-(difluoromethylidene)tetrahydro-1H-pyrrolizin-7a(5H)-yl)methoxy)-5-fluoro-7,9-dihydrofuro[3,4-f]quinazolin-6-yl)-7-fluorobenzo[b]thiophene-3-carbonitrile NC1=C(C2=C(S1)C(=CC=C2C=2C1=C(C=3C=NC(=NC3C2F)OC[C@@]23CCCN3CC(C2)=C(F)F)COC1)F)C#N